ClC1=NC=NC2=CC(=C(C=C12)OC)C#CCCN(CC)C(C)O ((4-(4-chloro-6-methoxyquinazolin-7-yl)but-3-yn-1-yl)(ethyl)amino)ethanol